C1(CC1)C1=CC(=C(C(=C1)C)N1NC2=C(N=C(NC2=O)N2CCOCC2)N1)F 2-(4-cyclopropyl-2-fluoro-6-methyl-phenyl)-5-morpholino-3,6-dihydro-1H-triazolo[4,5-d]pyrimidin-7-one